FC1(CCC(CC1)NC1=NC(=CC(=N1)C(C)OC)C=1SC=C(N1)C)F N-(4,4-difluorocyclohexyl)-4-(1-methoxyethyl)-6-(4-methylthiazol-2-yl)pyrimidin-2-amine